C1([C@H](O)[C@H](O)[C@H](O1)CO)C1=CNC2=CC=C(C=C12)[N+](=O)[O-] 3-D-ribofuranosyl-5-nitroindole